C(=O)(O)C(O)C(O)C(=O)O.C(C=C)(=O)N acrylamide tartrate